2-methoxy-6-(4-methylpiperazin-1-yl)-5-nitropyridin-3-amine COC1=NC(=C(C=C1N)[N+](=O)[O-])N1CCN(CC1)C